CN(C1=C2CN(C(C2=C(C=C1)C(F)(F)F)=O)C1C(NC(CC1)=O)=O)C 3-(4-(dimethylamino)-1-oxo-7-(trifluoromethyl)isoindolin-2-yl)piperidine-2,6-dione